N1=C(C=CC2=CN=CC=C12)C(=O)NC(CCC(C(=O)N)=O)C(=O)N 5-(1,6-naphthyridine-2-carboxamido)-2-oxohexanediamide